methyl 2-(3-aminoprop-1-yn-1-yl)-4-(2-(piperidine-4-carboxamido)acetamido)benzoate NCC#CC1=C(C(=O)OC)C=CC(=C1)NC(CNC(=O)C1CCNCC1)=O